3-amino-4-(aminosulfonyl)benzoic acid NC=1C=C(C(=O)O)C=CC1S(=O)(=O)N